1-(5-imino-2,5-dihydropyrimidin-2-yl)-3a,5b,8,8,11a-pentamethylicosahydro-1H-cyclopenta[a]chrysen-9-ol N=C1C=NC(N=C1)C1CCC2(C1C1CCC3C4(CCC(C(C4CCC3(C1CC2)C)(C)C)O)C)C